C(C1=CC=CC=C1)OC(=O)N1CCN(CC1)C1=C2C(=NC(=C1)F)N(CC2)C(=O)OC(C)(C)C tert-butyl 4-(4-((benzyloxy)carbonyl)piperazin-1-yl)-6-fluoro-2,3-dihydro-1H-pyrrolo[2,3-b]pyridine-1-carboxylate